BrC1=C(NC=2NN(C3=CC(C=CC23)=N[C@H](C(=O)O)C)C)C=CC=C1C1=CC2=C(OCCO2)C=C1 (S)-2-((3-(2-bromo-3-(1,4-benzodioxan-6-yl)anilino)-1-methylindazol-6-ylidene)amino)-propionic acid